FC1=CC=C(CNS(=O)(=O)CCC)C=C1 N-(4-fluorobenzyl)propanesulfonamide